N-(1-(2-(1-(2-methoxyethyl)-1H-pyrazol-4-yl)quinolin-4-yl)cyclopropyl)-2-methyl-5-(piperazin-1-yl)benzamide COCCN1N=CC(=C1)C1=NC2=CC=CC=C2C(=C1)C1(CC1)NC(C1=C(C=CC(=C1)N1CCNCC1)C)=O